tert-Butyl (S)-3-((4-((3-chloro-4-cyclopropoxy-2-fluorophenyl)amino)pyrido-[3,2-d]pyrimidin-6-yl)oxy)pyrrolidine-1-carboxylate ClC=1C(=C(C=CC1OC1CC1)NC=1C2=C(N=CN1)C=CC(=N2)O[C@@H]2CN(CC2)C(=O)OC(C)(C)C)F